COC1=CC=CC=2C=C(OC21)C(=O)N[C@H]2C[C@H](CCC2)NC2=CC(=NC1=CC=CC=C21)C(F)(F)F 7-methoxy-N-[(1r,3s)-3-{[2-(trifluoromethyl)quinolin-4-yl]amino}cyclohexyl]-1-benzofuran-2-carboxamide